C(C)OC(C(C1=NC=C(C=C1)C(C)C)(F)F)=O Ethyl-2,2-difluoro-2-(5-isopropylpyridin-2-yl)acetic acid